FC(C1=NC=C(C=N1)C1CC(N(CC1)C12CC(C1)(C2)C2=CC=NC=C2)=O)F 4-(2-(difluoromethyl)pyrimidin-5-yl)-1-(3-(pyridin-4-yl)bicyclo[1.1.1]pentan-1-yl)piperidin-2-one